ClC=1C(=C(C(=O)NC[C@H]2OC([C@@H]([C@H]([C@@H]2O)O)O)O)C(=CC1)Cl)OC 3,6-dichloro-2-methoxy-N-(((2R,3S,4S,5R)-3,4,5,6-tetrahydroxytetrahydro-2H-pyran-2-yl)methyl)benzamide